COC(=O)N[C@@H](C(C)(C)C)C(=O)N1[C@@H](C[C@H](C1)C(F)(F)F)C(=O)N[C@@H](C[C@H]1C(NCC1)=O)C#N N-(Methoxycarbonyl)-3-methyl-L-valyl-(4R)-N-{(1s)-1-cyano-2-[(3S)-2-oxopyrrolidin-3-yl]ethyl}-4-(trifluoromethyl)-L-prolinamid